tert-butyl 4-(2-(4-ethynylbenzamido)ethyl)piperazine-1-carboxylate C(#C)C1=CC=C(C(=O)NCCN2CCN(CC2)C(=O)OC(C)(C)C)C=C1